C(C#C)(=O)OCCCCCCCCOC(C#C)=O 1,8-octanediyl dipropiolate